5-(5-chloro-2-fluoro-phenyl)-N-(4-cyano-2-fluoro-phenyl)-1H-pyrrole-3-sulfonamide ClC=1C=CC(=C(C1)C1=CC(=CN1)S(=O)(=O)NC1=C(C=C(C=C1)C#N)F)F